C1(CC1)C1=NC=NC(=C1C1=NC=C(C(=N1)\C=C\C1=CC=C(C=C1)C=1N(C=C(N1)C(F)(F)F)C)OC)OC (E)-4'-cyclopropyl-5,6'-dimethoxy-4-(4-(1-methyl-4-(trifluoromethyl)-1H-imidazol-2-yl)styryl)-2,5'-bipyrimidine